ethyl 2,2-difluoro-5-hydroxyvalerate FC(C(=O)OCC)(CCCO)F